methyl (1s,4s)-4-(3-chloroanilino)-2'-(hydroxymethyl)spiro[cyclohexane-1,1'-indene]-4-carboxylate ClC=1C=C(NC2(CCC3(C(=CC4=CC=CC=C34)CO)CC2)C(=O)OC)C=CC1